thiadiazacyclohexadecine S1NN=CC=CC=CC=CC=CC=CC=C1